CCCCN(C(=O)NC=1C=C2C(=CNC2=CC1)C1CCN(CC1)C)C1=CC=CC=C1 N-(4-butyl)phenyl-N'-(3-(1-methylpiperidin-4-yl)-1H-indol-5-yl)urea